N,N-ditetradecyl-tolylammonium [tetra(perfluorophenyl) borate] FC1=C(C(=C(C(=C1F)F)F)F)[B-](C1=C(C(=C(C(=C1F)F)F)F)F)(C1=C(C(=C(C(=C1F)F)F)F)F)C1=C(C(=C(C(=C1F)F)F)F)F.C(CCCCCCCCCCCCC)[NH+](CCCCCCCCCCCCCC)C1=C(C=CC=C1)C